6-amino-2-(3,5-dichloro-4-((3-methyl-5-oxo-1,2,3,5-tetrahydroindolizin-8-yl)oxy)phenyl)-1,2,4-triazine-3,5(2H,4H)-dione NC=1C(NC(N(N1)C1=CC(=C(C(=C1)Cl)OC=1C=CC(N2C(CCC12)C)=O)Cl)=O)=O